OC1=C(C=C2C(C(=COC2=C1)C1=CC=C(C=C1)O)=O)OC 7,4'-dihydroxy-6-methoxy-Isoflavon